1-acryloyl-3'-((3-fluoro-2-methoxyphenyl)amino)-2'-(3-methoxypyridin-4-yl)-5',6'-dihydrospiro[azetidine-3,7'-pyrrolo[3,2-c]pyridin]-4'(1'H)-one C(C=C)(=O)N1CC2(C3=C(C(NC2)=O)C(=C(N3)C3=C(C=NC=C3)OC)NC3=C(C(=CC=C3)F)OC)C1